C(C)(=O)C(=C)C1=CC=CC=C1 Alpha-acetyl-styrene